3-fluoro-2-hydroxy-5-(1-(4-(trifluoromethyl)phenyl)-1H-pyrazole-4-yl)benzaldehyde FC=1C(=C(C=O)C=C(C1)C=1C=NN(C1)C1=CC=C(C=C1)C(F)(F)F)O